2-butyl-2-ethylhexyl phthalate C(C=1C(C(=O)[O-])=CC=CC1)(=O)OCC(CCCC)(CC)CCCC